FC1=C(C=C(C=C1)CO)C(C(=O)NCCC(=O)[O-])N1C(C(=C(C=C1)C(F)(F)F)OC)=O 3-{2-[2-fluoro-5-(hydroxymethyl)phenyl]-2-[3-methoxy-2-oxo-4-(trifluoromethyl)pyridin-1-yl]acetamido}propanoate